4-((2-Oxaspiro[3.3]heptan-5-yl)amino)-3-methoxy-N-(5-(5-methyl-1H-pyrazol-1-yl)-1,3,4-thiadiazol-2-yl)-2-oxo-2H-pyran-6-carboxamide C1OCC12C(CC2)NC2=C(C(OC(=C2)C(=O)NC=2SC(=NN2)N2N=CC=C2C)=O)OC